3-(7-methoxy-1H-indazol-4-yl)-2-(2,6-diethylphenyl)-5-(5-(trifluoromethyl)pyrimidin-2-yl)-4,5,6,7-tetrahydro-2H-pyrazolo[4,3-c]pyridine COC=1C=CC(=C2C=NNC12)C=1N(N=C2C1CN(CC2)C2=NC=C(C=N2)C(F)(F)F)C2=C(C=CC=C2CC)CC